OCC1=CC=C(C=C1)C=1C(=CNC(C1)=O)C(=O)N(C)C 4-(4-(hydroxymethyl)phenyl)-N,N-dimethyl-6-oxo-1,6-dihydropyridine-3-carboxamide